1-(2,6-dioxopiperidin-3-yl)-2-methyl-1H-indol-5-yl sulfurofluoridate S(OC=1C=C2C=C(N(C2=CC1)C1C(NC(CC1)=O)=O)C)(=O)(=O)F